FC1=C(C=CC=2C=3C(C(NC12)=O)=CN(N3)C)CO 6-fluoro-7-(hydroxymethyl)-2-methyl-5H-pyrazolo[4,3-c]quinolin-4-one